C(C)OC(C1=NC=CC(=C1NC(=O)OC(C)(C)C)Br)=O bromo-3-((tert-butoxycarbonyl)amino)picolinic acid ethyl ester